tert-Butyl 2-(6-{(S)-(4,4-difluorocyclohexyl)[(2-isopropyl-1,2,4-triazole-3-carbonyl)-amino]methyl}imidazo[1,2-b][1,2,4]triazin-3-yl)-4-hydroxy-4-methylpiperidine-1-carboxylate FC1(CCC(CC1)[C@@H](C=1N=C2N(N=CC(=N2)C2N(CCC(C2)(C)O)C(=O)OC(C)(C)C)C1)NC(=O)C=1N(N=CN1)C(C)C)F